(S)-N-(7-fluoro-2-((4aS,5aR)-5a-methyl-1,4,4a,5,5a,6-hexahydrocyclopropa[f]indazol-3-yl)-1H-benzo[d]imidazol-5-yl)-N-methyl-2-(3-oxomorpholino)propanamide FC1=CC(=CC2=C1NC(=N2)C2=NNC=1C[C@@]3([C@H](CC21)C3)C)N(C([C@H](C)N3C(COCC3)=O)=O)C